C(=O)(OCC1=CC=CC=C1)N[C@@H](COC(C)(C)C)C(=O)O N-carbobenzoxy-O-tertiary butyl-L-serine